N-[3-(3,5-dimethylisoxazol-4-yl)-4-[2-[(1S,4S)-2-oxa-5-azabicyclo[2.2.1]heptan-5-yl]ethoxy]phenyl]benzamide CC1=NOC(=C1C=1C=C(C=CC1OCCN1[C@@H]2CO[C@H](C1)C2)NC(C2=CC=CC=C2)=O)C